C(CC#C)C1(CCC2(OCCO2)CC1)CC1CC1 8-(But-3-yn-1-yl)-8-(cyclopropylmethyl)-1,4-dioxaspiro[4.5]decane